ClC1=CC=C(C=C1)C1=CC=C(S1)CC(=O)N1CCC(CC1)(F)F 2-(5-(4-chlorophenyl)thiophen-2-yl)-1-(4,4-difluoropiperidin-1-yl)ethan-1-one